[N+](=O)([O-])C1=C(C[C@H](N)C(=O)O)C=CC(=C1)O 2-nitrotyrosine